P1(OC2=C(C=C(C=C2C(C)(C)C)C(C)(C)C)C2=C(C(=CC(=C2)C(C)(C)C)C(C)(C)C)O1)Cl 3,3',5,5'-tetra-tert-butylbiphenyl-2,2'-diyl chlorophosphite